N1PCC2=C1C=CC=C2 DIHYDROBENZOAZAPHOSPHOLE